FC(F)(F)S=N.[Li] lithium trifluoromethyl-sulfimide